COC1=C(C(NC(=C1)C)=O)CNC(=O)C=1C(=CN2C=CC=C2C1)C N-((4-methoxy-6-methyl-2-oxo-1,2-dihydropyridin-3-yl)methyl)-6-methylindolizine-7-carboxamide